OC(C=CC=CC=CC(=O)O)=CC=CCCC(CCCCCCCC)O 8,14-dihydroxy-docosapentaenoic acid